(3S,4S)-4-acetamido-3-methyl-2-oxa-8-azaspiro[4.5]decane-8-carboxylic acid tert-butyl ester C(C)(C)(C)OC(=O)N1CCC2([C@@H]([C@@H](OC2)C)NC(C)=O)CC1